C([C@H](O)C1=CC=CC=C1)(=O)SCCNC(CCNC([C@@H](C(COP(OP(OC[C@@H]1[C@H]([C@H]([C@@H](O1)N1C=NC=2C(N)=NC=NC12)O)OP(=O)(O)O)(=O)O)(=O)O)(C)C)O)=O)=O |&1:1| racemic-mandelyl-CoA